NC1=NC=C(C2=C1C=NN2COCC[Si](C)(C)C)NC(=O)C(=O)N(CC2=NC(=CC=C2)C(F)(F)F)CC2=CC=CC=C2 N-[4-amino-1-(2-trimethylsilylethoxymethyl)pyrazolo[4,3-c]pyridin-7-yl]-N'-benzyl-N'-[[6-(trifluoromethyl)-2-pyridyl]methyl]oxamide